BrC1=C(CCNCC2=C(C(=CC=C2)C)O)C=C(C(=C1)OC)OC 2-(((2-bromo-4,5-dimethoxyphenethyl)amino)-methyl)-6-methylphenol